C(C)(C)(C)NC[C@H](O)C=1C=NC=C(C1)F (R)-2-(TERT-BUTYLAMINO)-1-(5-FLUORoPYRIDIN-3-YL)-ETHAN-1-OL